CCCCCCCCCCCCCCCCCCCCCCCCCCCCC(=O)O n-nonacosanoic acid